C1(CC1)CN1C(=NC2=C1C=CC=C2)N2CCC(CC2)OC=2C1=C(N=CN2)N(C=C1)C1=C(C=CC=C1)F 4-((1-(1-(cyclopropylmethyl)-1H-benzo[d]imidazol-2-yl)piperidin-4-yl)oxy)-7-(2-fluorophenyl)-7H-pyrrolo[2,3-d]pyrimidine